NCCCOC1=CC2=C(N=C(S2)C(CC2=CC(=CC=C2)C#N)NS(=O)(=O)C2=CC=CC=C2)C=C1 N-[1-[6-(3-aminopropoxy)-1,3-benzothiazol-2-yl]-2-(3-cyanophenyl)ethyl]benzenesulfonamide